C(CC)C1CCCCC(=O)N1 6-n-propyl-caprolactam